BrC=1C=C(C=2C=C(C=C(C2C1)S(=O)(=O)[O-])Br)S(=O)(=O)[O-] 3,7-dibromonaphthalin-1,5-disulfonat